C(CCC(=O)[O-])(=O)OCCC(C(=C)C)=O 2-(methacryloyl)ethyl succinate